diethylene glycol bis(3-mercapto-phenyl propionate) SC=1C=C(C=CC1)C(C(=O)OCCOCCOC(C(C)C1=CC(=CC=C1)S)=O)C